1,3,7-trimethyl-8-(pyridin-3-ylmethylsulfonyl)-1H-purine-2,6(3H,7H)-dione CN1C(N(C=2N=C(N(C2C1=O)C)S(=O)(=O)CC=1C=NC=CC1)C)=O